FC1=C(C=CC=C1C(F)(F)F)[C@@H](C)NC=1C2=C(N=C(N1)C)C=NC(=C2)OC N-{(1R)-1-[2-fluoro-3-(trifluoromethyl)phenyl]ethyl}-6-methoxy-2-methylpyrido[3,4-d]pyrimidin-4-amine